ClC1=C(C(=NC=N1)O)C 6-chloro-5-methylpyrimidin-4-ol